(R)-2-((1-chloro-4-(2-chloro-4-fluorophenyl)isoquinolin-7-yl)oxy)propanoic acid ClC1=NC=C(C2=CC=C(C=C12)O[C@@H](C(=O)O)C)C1=C(C=C(C=C1)F)Cl